1,2-difluoro-4-isocyanato-5-methoxybenzene FC1=C(C=C(C(=C1)OC)N=C=O)F